2-(2-methyl-5-nitro-1H-imidazole-1-yl)acetic acid CC=1N(C(=CN1)[N+](=O)[O-])CC(=O)O